C(C1=CC=CC=C1)OC1=C(C=C(C=C1C)C1=NC2=CC(=CC(=C2C(N1)=O)OC)OCCOC)C 2-(4-benzyloxy-3,5-dimethyl-phenyl)-5-methoxy-7-(2-methoxy-ethoxy)-3H-quinazolin-4-one